C(#N)C=1C(=NSC1)N 4-cyano-1,2-thiazol-3-amine